O=C1N(CCC1)CC=1C=C(C#N)C=CC1 3-((2-oxopyrrolidin-1-yl)methyl)benzonitrile